[Fe].[Al].[Mg].[Ca].[Si] silicon calcium magnesium aluminum iron